1-[4-(4-benzoylphenylthio)-phenyl]-2-methyl-2-(4-methylbenzenesulfonyl)propan-1-one C(C1=CC=CC=C1)(=O)C1=CC=C(C=C1)SC1=CC=C(C=C1)C(C(C)(S(=O)(=O)C1=CC=C(C=C1)C)C)=O